FC(F)(F)C#CC1=CC=C(C=C1)C(C)(C)C trifluoromethyl-(4-tert-butyl)phenylacetylene